(3-(4-Fluoro-1-isopropyl-2-methyl-1H-benzo[d]imidazol-6-yl)-1H-pyrrolo[2,3-b]pyridin-5-yl)(4-methylpiperazin-1-yl)methanone FC1=CC(=CC=2N(C(=NC21)C)C(C)C)C2=CNC1=NC=C(C=C12)C(=O)N1CCN(CC1)C